2-[N'-cyclohexylamino]ethanesulfonic acid C1(CCCCC1)NCCS(=O)(=O)O